7-fluoro-6-((2-fluoro-4-iodophenyl)amino)-3-methyl-2,3-dihydrobenzofuran-5-carboxylic acid methyl ester COC(=O)C=1C(=C(C2=C(C(CO2)C)C1)F)NC1=C(C=C(C=C1)I)F